BrC=1C(=NC=CC1)C(=COC)C bromo-2-(1-methoxyprop-1-en-2-yl)pyridine